NOCC(CC1=C(C=C(C=C1)Cl)Cl)NC(=O)C1=C(C=NC=2N1N=C(C2)F)OC2=CC(=CC=C2)C2CC2 N-[1-(aminooxymethyl)-2-(2,4-dichlorophenyl)ethyl]-6-(3-cyclopropylphenoxy)-2-fluoro-pyrazolo[1,5-a]pyrimidine-7-carboxamide